CC1(CCN(CC1)C1=NC=2C(=NC=C(N2)SC2=C(C=CC=C2)C(F)(F)F)N1)N 4-methyl-1-(5-((2-(trifluoromethyl)phenyl)thio)-1H-imidazo[4,5-b]pyrazin-2-yl)piperidin-4-amine